tetrasulfocobalt S(=O)(=O)(O)[Co](S(=O)(=O)O)(S(=O)(=O)O)S(=O)(=O)O